tert-butyl N-[4-[2-[4-[1-(2,6-dioxo-3-piperidyl)-3-methyl-2-oxo-benzimidazol-5-yl]piperazin-1-yl]ethyl]-1-piperidyl]carbamate O=C1NC(CCC1N1C(N(C2=C1C=CC(=C2)N2CCN(CC2)CCC2CCN(CC2)NC(OC(C)(C)C)=O)C)=O)=O